3-(5-amino-2-(2-methyl-4-(2-(2-phosphonoethoxy)ethoxy)phenethyl)benzo[I][1,7]naphthyridin-8-yl)propanoic acid NC=1C2=CC=C(NC23C(=NC1)C(=CC=C3)CCC(=O)O)CCC3=C(C=C(C=C3)OCCOCCP(=O)(O)O)C